ClC=1C=C2C(=CC(=NC2=CC1)C(F)(F)F)NCC1(CC(C1)NC(C(C(F)(F)F)O)=O)C1=CC=CC=C1 N-(3-(((6-Chloro-2-(trifluoromethyl)quinolin-4-yl)amino)methyl)-3-phenylcyclobutyl)-3,3,3-trifluoro-2-hydroxypropanamide